C(C)(C)(C)OC(=O)N[C@@H](CC(=O)OCC)C=1C(=C(C=C(C1F)C1CC1)C1=C(C=C(C=C1C)F)OCOC)F Ethyl (3S)-3-((tert-butoxycarbonyl)amino)-3-(5-cyclopropyl-2,4,4'-trifluoro-2'-(methoxymethoxy)-6'-methyl-[1,1'-biphenyl]-3-yl)propanoate